FC(CCC)([N+](CCCC)(CCCC)CC(=O)O)F difluorocarboxymethyl-tri-n-butyl-ammonium